1-(6-(3-((7-chloro-1-methyl-6-(pyrazolo[1,5-a]pyridin-3-yloxy)-1H-imidazo[4,5-b]pyridin-2-yl)amino)-5-(trifluoromethyl)-1H-pyrazol-1-yl)-2-azaspiro[3.3]heptan-2-yl)ethan-1-one ClC1=C2C(=NC=C1OC=1C=NN3C1C=CC=C3)N=C(N2C)NC2=NN(C(=C2)C(F)(F)F)C2CC3(CN(C3)C(C)=O)C2